[N+](=O)([O-])C1=CC=CC2=C1N=C(O2)CSC=2NC(C1=C(N2)N(N=C1)C1CCOCC1)=O 6-(((4-Nitrobenzo[d]oxazol-2-yl)methyl)thio)-1-(tetrahydro-2H-pyran-4-yl)-1,5-dihydro-4H-pyrazolo[3,4-d]pyrimidin-4-on